FC([S@](=O)C=1N=C2N(N1)C(CC2F)C2=C(C=CC=C2)F)F 2-((R)-(difluoromethyl)sulfinyl)-7-fluoro-5-(2-fluorophenyl)-6,7-dihydro-5H-pyrrolo[1,2-b][1,2,4]triazole